3-chloro-5-iodo-8,9-dihydro-7H-cyclopenta[H]Isoquinoline-7-carboxylic acid methyl ester COC(=O)C1CCC=2C1=CC(=C1C=C(N=CC21)Cl)I